C(C)OC=1C=C(CCN)C=C(C1SC)OCC 3,5-diethoxy-4-methylthio-phenethylamine